CN1N=C(C=C1C)NC1=NC=C(C(=N1)C1=CNC2=C(C=CC=C12)N1C(C2=CC=CC(=C2C1)NC(=O)C1CN(CCC1)C)=O)C N-(2-(3-(2-((1,5-dimethyl-1H-pyrazol-3-yl)amino)-5-methylpyrimidin-4-yl)-1H-indol-7-yl)-1-oxoisoindolin-4-yl)-1-methylpiperidine-3-carboxamide